8-fluoro-2-methyl-2-propyl-2,3-dihydro-4H-benzo[e][1,3]oxazine-4-one FC1=CC=CC=2C(NC(OC21)(CCC)C)=O